(2R,3S,5R)-3-[[(4-methoxyphenyl)methyl]amino]-5-methylpyrrolidine-1,2-dicarboxylic acid benzyl ester 2-methyl ester hydrochloride Cl.COC(=O)[C@@H]1N([C@@H](C[C@@H]1NCC1=CC=C(C=C1)OC)C)C(=O)OCC1=CC=CC=C1